CN1CC(C1)(C)[C@@](O)(C=1C=NC=C(C1)C1=NOC(=N1)COC)C1=CC=C(C=C1)C(C)C (R)-(1,3-Dimethyl-azetidin-3-yl)-(4-isopropyl-phenyl)-[5-(5-methoxymethyl-[1,2,4]oxadiazol-3-yl)-pyridin-3-yl]-methanol